propyl 2-[[5-[5-(trifluoromethyl)-1,2,4-oxadiazol-3-yl]-2-thienyl]methyl]pyrazole-3-carboxylate FC(C1=NC(=NO1)C1=CC=C(S1)CN1N=CC=C1C(=O)OCCC)(F)F